NCC1=CC(=C(C=C1)NC(=O)C1=CC2=C(OCCC3=C2SC=C3)C=C1C=1C(=NC(=CC1)C(NCC1=C(C(=CC=C1)Cl)F)=O)C(=O)O)C 3-(9-((4-(aminomethyl)-2-methylphenyl)carbamoyl)-4,5-dihydrobenzo[b]thieno[2,3-d]oxepin-8-yl)-6-((3-chloro-2-fluorobenzyl)carbamoyl)picolinic acid